2,4-Dimethoxypyrrole COC=1NC=C(C1)OC